C(#N)C=1N=CN2C1C=CC=C2 1-cyano-imidazo[1,5-a]pyridine